(S)-4-(2-(4-fluorobenzamido)-3-phenylpropanamido)-3-methylbenzene-1-sulfonyl chloride FC1=CC=C(C(=O)N[C@H](C(=O)NC2=C(C=C(C=C2)S(=O)(=O)Cl)C)CC2=CC=CC=C2)C=C1